3,4-dichlorophthalic anhydride ClC1=C2C(C(=O)OC2=O)=CC=C1Cl